N-[(3S)-9-Fluoro-2-oxo-5-phenyl-1,3-dihydro-1,4-benzodi-azepin-3-yl]-2-(1H-pyrrolo[2,3-b]pyridin-5-yl)pyrazolo[1,5-a]-pyrimidine-3-carboxamide FC1=CC=CC=2C(=N[C@@H](C(NC21)=O)NC(=O)C=2C(=NN1C2N=CC=C1)C=1C=C2C(=NC1)NC=C2)C2=CC=CC=C2